diicosyl ketone C(CCCCCCCCCCCCCCCCCCC)C(=O)CCCCCCCCCCCCCCCCCCCC